(1S*,2R*)-2-((3-((1-(4-chlorophenyl)-2-oxo-2-(6-(trifluoromethoxy)indolin-1-yl)ethyl)amino)-5-methoxyphenoxy)methyl)-2-fluorocyclopropanecarboxylic acid ClC1=CC=C(C=C1)C(C(N1CCC2=CC=C(C=C12)OC(F)(F)F)=O)NC=1C=C(OC[C@@]2([C@@H](C2)C(=O)O)F)C=C(C1)OC |o1:30,31|